C1(=CC=CC=C1)N1C2=CC=C(C=C2C=2C=C(C=CC12)[Si](C1=CC=CC=C1)(C1=CC=CC=C1)C1=CC=CC=C1)[Si](C1=CC=CC=C1)(C1=CC=CC=C1)C1=CC=CC=C1 9-(Phenyl)-3,6-bis(triphenylsilyl)-carbazol